BrC1=CC2=C(S1)C1(CC(NCC1)C=1N=NN(C1)C)OCC2O 2-bromo-2'-(1-methyltriazol-4-yl)spiro[4,5-dihydrothieno[2,3-c]pyran-7,4'-piperidine]-4-ol